FC=1C=CC(=NC1)C1=NN2C(C(OC(C2)(C)C)([2H])[2H])=C1C1=C2C(=NC=C1)NN=C2 2-(5-Fluoropyridin-2-yl)-6,6-dimethyl-3-(1H-pyrazolo[3,4-b]pyridin-4-yl)-6,7-dihydro-4H-pyrazolo[5,1-c][1,4]oxazine-4,4-d2